C(CN)N 1,2-ethylenedi-amine